6-(4-(4-fluorophenyl)-1-(1-hydroxypropan-2-yl)-1H-imidazol-5-yl)imidazo[1,2-a]pyridine-3-carbonitrile FC1=CC=C(C=C1)C=1N=CN(C1C=1C=CC=2N(C1)C(=CN2)C#N)C(CO)C